(2R)-4,4,4-Trifluoro-2-(4-fluorophenyl)-N-{4-[7-(pyridin-2-yl)-4-(2,2,2-trifluoroethoxy)-5H-pyrrolo[3,2-d]pyrimidin-6-yl]pyridin-2-yl}butanamid FC(C[C@@H](C(=O)NC1=NC=CC(=C1)C1=C(C=2N=CN=C(C2N1)OCC(F)(F)F)C1=NC=CC=C1)C1=CC=C(C=C1)F)(F)F